The molecule is a glycopeptide that is N-propionyl-L-alanyl-D-alpha-glutamine in which the pro-R hydrogen of the propionyl group has been replaced by the oxygen at position 3 of 2-acetamido-2-deoxy-beta-D-glucopyranose. A peptidoglycan constituent of both Gram-positive and Gram-negative bacteria. It has a role as an immunological adjuvant. C[C@@H](C(=O)N[C@H](CCC(=O)O)C(=O)N)NC(=O)[C@@H](C)O[C@@H]1[C@H]([C@@H](O[C@@H]([C@H]1O)CO)O)NC(=O)C